trimethylsilyl chlorodifluoroacetate ClC(C(=O)O[Si](C)(C)C)(F)F